ClC1=C(C=CC(=C1)F)C1N=C(NC(=C1C(=O)OC)COCC#C)C1=CC=NC=C1 methyl 4-(2-chloro-4-fluorophenyl)-6-((prop-2-yn-1-yloxy)methyl)-2-(pyridin-4-yl)-1,4-dihydropyrimidine-5-carboxylate